[OH-].C[NH3+] N-methylammonium hydroxide